tert-butyl N-(5-aminohexyl)carbamate NC(CCCCNC(OC(C)(C)C)=O)C